CC1(C(C1C(=O)OC(C#N)C2=CC(=CC=C2)OC3=CC=CC=C3)C=C(Cl)Cl)C (RS)-α-cyano-3-phenoxybenzyl (1RS)-cis,trans-3-(2,2-dichlorovinyl)-2,2-dimethylcyclopropanecarboxylate